N-carboxymethyl-N-methylmorpholinium C(=O)(O)C[N+]1(CCOCC1)C